3-amino-1,2,4-triazole hydrochloride salt Cl.NC1=NNC=N1